CC1=C(C(=CC(=C1)N1CC=2N(CC1)N=C(C2)C(F)(F)F)C)NC([C@](C(C)(C)C)(C)O)=O |r| racemic-N-(2,6-dimethyl-4-(2-(trifluoromethyl)-6,7-dihydropyrazolo[1,5-a]pyrazin-5(4H)-yl)phenyl)-2-hydroxy-2,3,3-trimethylbutanamide